(S)-2-((4-(3-((7-((N,N-Dimethylaminosulfonyl)amino)-2-azaspiro[3.5]nonane-2-yl)methyl)pyrrolidin-1-yl)pyrimidin-5-yl)oxy)-5-fluoro-N,N-diisopropylbenzamide CN(S(=O)(=O)NC1CCC2(CN(C2)C[C@H]2CN(CC2)C2=NC=NC=C2OC2=C(C(=O)N(C(C)C)C(C)C)C=C(C=C2)F)CC1)C